C(#N)C1=C2C[C@H](CNC2=CC=C1)[C@@H](C1=CC=CC=C1)NCCC1=C(C=C(C=C1)[C@H](C(=O)O)C)OC |o1:28| (R or S)-2-(4-(2-(((S)-((R)-5-cyano-1,2,3,4-tetrahydroquinolin-3-yl)(phenyl)methyl)amino)ethyl)-3-methoxyphenyl)propanoic acid